N1(N=CC=C1)C1=CC(=NC=N1)OCC=1C(=NOC1C1=CC=C(C(=N1)C)N1C[C@H](CC(C1)(F)F)CC(=O)OC)C methyl (S)-2-(1-(6-(4-(((6-(1H-pyrazol-1-yl)pyrimidin-4-yl)oxy)methyl)-3-methylisoxazol-5-yl)-2-methylpyridin-3-yl)-5,5-difluoropiperidin-3-yl)acetate